C(C)(C)(C)C1=CC(=C(C=C1)C=1N(C(C(N1)C1=CC=C(C=C1)Cl)C1=CC=C(C=C1)Cl)C(=O)N1CCN(CC1)C(=O)OC(C)(C)C)OCC Tert-butyl 4-(2-(4-(tert-butyl)-2-ethoxyphenyl)-4,5-bis(4-chlorophenyl)-4,5-dihydro-1H-imidazole-1-carbonyl)piperazine-1-carboxylate